2-(4-(3-methoxy-2,2-dimethyl-3-oxopropyl)phenyl)acetic acid COC(C(CC1=CC=C(C=C1)CC(=O)O)(C)C)=O